(2S,4R)-1-[(2S)-2-amino-3,3-dimethyl-butanoyl]-4-hydroxy-N-[(1R)-2-hydroxy-1-[4-(4-methylthiazol-5-yl)phenyl]ethyl]pyrrolidine-2-carboxamide N[C@H](C(=O)N1[C@@H](C[C@H](C1)O)C(=O)N[C@@H](CO)C1=CC=C(C=C1)C1=C(N=CS1)C)C(C)(C)C